4-amino-2-ethoxymethyl-α,α-dimethyl-1H-imidazo[4,5-c]quinoline-1-ethanol NC1=NC=2C=CC=CC2C2=C1N=C(N2CC(O)(C)C)COCC